tert-butyl (2R)-2-((4-(6-chloro-1-(tetrahydro-2H-pyran-2-yl)-4-(4,4,5,5-tetramethyl-1,3,2-dioxaborolan-2-yl)-1H-indazol-5-yl)-2,2-difluorobutoxy)methyl)morpholine-4-carboxylate ClC1=C(C(=C2C=NN(C2=C1)C1OCCCC1)B1OC(C(O1)(C)C)(C)C)CCC(COC[C@H]1CN(CCO1)C(=O)OC(C)(C)C)(F)F